CN1C=2C=CC=CC2C(C2=CC=CC=C12)C(=O)OC1=CC=CC=C1 10-methyl-9-(phenoxycarbonyl)acridine